hexadecyl-fluoropentaerythritol tetraacrylate C(C=C)(=O)OC(C(COC(C=C)=O)(COC(C=C)=O)COC(C=C)=O)(F)CCCCCCCCCCCCCCCC